OC1=C(C(=CC2=C(C(=C(C(=C12)C=O)O)O)C(C)C)C)C1=C(C2=C(C(=C(C(=C2C=C1C)C(C)C)O)O)C=O)O 1,1',6,6',7,7'-hexahydroxy-3,3'-dimethyl-5,5'-diisopropyl-2,2'-binaphthyl-8,8'-dialdehyde